COC1=CC=C(C=C1)CN1C(C(CCC1=O)N1C(N(C2=C1C=CC=C2N2CCC(CC2)OC2CCN(CC2)C(=O)OC(C)(C)C)C)=O)=O Tert-butyl 4-[[1-[1-[1-[(4-methoxyphenyl) methyl]-2,6-dioxo-3-piperidyl]-3-methyl-2-oxo-benzimidazol-4-yl]-4-piperidyl]oxy]piperidine-1-carboxylate